methyl (2S,3R)-3-hydroxy-4-methyl-2-((2E,4E)-11-methyldodeca-2,4-dienamido)pentanoate O[C@@H]([C@@H](C(=O)OC)NC(\C=C\C=C\CCCCCC(C)C)=O)C(C)C